(4-amino-7-fluoroimidazo[1,5-a]quinoxalin-8-yl)(3-(5-(trifluoromethyl)pyridin-2-yl)morpholino)methanone NC=1C=2N(C3=CC(=C(C=C3N1)F)C(=O)N1C(COCC1)C1=NC=C(C=C1)C(F)(F)F)C=NC2